r-bis(hydroxymethyl)ferrocene OC[C-]1C=CC=C1.[C-]1(C=CC=C1)CO.[Fe+2]